6-[(2S)-2-aminopropyl]-2-chloro-5-fluoro-N-[(furan-2-yl)methyl]-7-(4-methoxyphenyl)-7H-pyrrolo[2,3-d]pyrimidin-4-amine hydrochloride Cl.N[C@H](CC1=C(C2=C(N=C(N=C2NCC=2OC=CC2)Cl)N1C1=CC=C(C=C1)OC)F)C